Tert-butyl N-[(2R)-4-[5-chloro-3-(morpholin-4-yl)-pyridin-2-yl]but-3-yn-2-yl]carbamate ClC=1C=C(C(=NC1)C#C[C@@H](C)NC(OC(C)(C)C)=O)N1CCOCC1